ClC=1C=C2C(C(=CN(C2=CC1N1C(C(CC1)(C)C)COC1=NC=CC=C1Cl)C=1C=NC(=CC1)N1CC(C1)N(C)C)C(=O)O)=O 6-chloro-7-(2-{[(3-chloropyridin-2-yl)oxy]methyl}-3,3-dimethylpyrrolidin-1-yl)-1-{6-[3-(dimethylamino)azetidin-1-yl]pyridin-3-yl}-4-oxoquinoline-3-carboxylic acid